S1C(=C(C=C1)O)O thiophene-2,3-diol